1-((4-((dimethylamino)methyl)phenoxy)methyl)-4-oxo-4H-thieno[3,4-c]Pyrrole CN(C)CC1=CC=C(OCC=2SC=C3C2C=NC3=O)C=C1